C(C1=CC=CC=C1)N(CC(=O)OCC)CC([C@H](CC(C)C)NC(=O)OC(C)(C)C)=O ethyl 2-[benzyl-[(3S)-3-(tert-butoxycarbonylamino)-5-methyl-2-oxo-hexyl]amino]acetate